COC1=CC=C(C=C1)C=CC 1-(4-methoxyphenyl)-1-propen